C1(CCCCC1)C[C@@H](C(N[C@@H](C[C@H]1C(NCC1)=O)C(COC1=C(C(=CC=C1F)F)F)=O)=O)NC(=O)C=1NC2=CC=CC=C2C1 N-((S)-3-cyclohexyl-1-oxo-1-(((S)-3-oxo-1-((S)-2-oxopyrrolidin-3-yl)-4-(2,3,6-trifluorophenoxy)butan-2-yl)amino)propan-2-yl)-1H-indole-2-carboxamide